ClC=1C=CC(=C(C1)C1=CC(=CN=N1)NC1=CC=NC2=CC(=CC=C12)OCCN1CCN(CC1)C)F N-[6-(5-chloro-2-fluorophenyl)pyridazin-4-yl]-7-[2-(4-methylpiperazin-1-yl)ethoxy]-quinolin-4-amine